(1-(2-chloro-5-iodopyridin-4-yl)piperidin-4-yl)-2-methylpropan-1-ol ClC1=NC=C(C(=C1)N1CCC(CC1)C(C(C)C)O)I